CC1(CCC(CC1)N1CC2(C1)CN(C2)S(=O)(=O)C=2C(=NC(=CC2)C(F)(F)F)C)O (1s,4s)-1-methyl-4-(6-((2-methyl-6-(trifluoromethyl)pyridin-3-yl)sulfonyl)-2,6-diazaspiro[3.3]heptan-2-yl)cyclohexan-1-ol